N2-(1-Phenylethyl)-1,2-propandiamin C1(=CC=CC=C1)C(C)NC(CN)C